FC1(CC(C1)CN(C(=O)[O])C)F (((3,3-difluorocyclobutyl)methyl)(methyl)aminocarbonyl)Oxygen